NCCN(C(CN1C(C2=CC(=CC=C2C1)C1=NC(=NC=C1Cl)NC1CCOCC1)=O)=O)CC1=CC=CC=C1 N-(2-aminoethyl)-N-benzyl-2-(6-(5-chloro-2-[(oxan-4-yl)amino]pyrimidin-4-yl)-1-oxo-2,3-dihydro-1H-isoindol-2-yl)acetamide